3,5-bistrifluoromethyl-phenethyl alcohol FC(C=1C=C(CCO)C=C(C1)C(F)(F)F)(F)F